neopentylamine hydrobromide Hydrobromide Br.Br.C(C(C)(C)C)N